5'-Benzoyl-2'-chloro-6-fluoro-5-(1H-pyrazol-1-yl)-[1,1'-biphenyl]-2-carbonitrile C(C1=CC=CC=C1)(=O)C=1C=CC(=C(C1)C=1C(=CC=C(C1F)N1N=CC=C1)C#N)Cl